8-(5-Amino-3,3-difluoro-piperidin-1-yl)-quinoxaline-5-carbonitrile hydrochloride Cl.NC1CC(CN(C1)C1=CC=C(C=2N=CC=NC12)C#N)(F)F